1-[2-[3-(difluoromethoxy)-5-methyl-pyrazol-1-yl]-6-[5-[(6-methylpyridazin-3-yl)amino]-6-(oxetan-3-ylmethyl)benzimidazol-1-yl]-3-pyridyl]ethanol FC(OC1=NN(C(=C1)C)C1=NC(=CC=C1C(C)O)N1C=NC2=C1C=C(C(=C2)NC=2N=NC(=CC2)C)CC2COC2)F